CN1C(N(C2=C3C(=NC=C21)NC(=C3C3=CC=CC=C3)C3=CC=C(C=C3)CN3CCC(CC3)S(=O)(=O)C)[C@@H]3COCCC3)=O (S)-3-Methyl-7-(4-((4-(methylsulfonyl)piperidin-1-yl)methyl)phenyl)-8-phenyl-1-(tetrahydro-2H-pyran-3-yl)-3,6-dihydroimidazo[4,5-d]pyrrolo[2,3-b]pyridin-2(1H)-one